C(C)C1(C(CCC(C1)=O)=O)CC diethyl-1,4-cyclohexandione